S1C(=NC2=C1C=CC=C2)C(=O)OCC Ethyl benzo[d]thiazole-2-carboxylate